5-amino-N,N-dimethylpyrimidine-2-carboxamide NC=1C=NC(=NC1)C(=O)N(C)C